5-(thiophen-2-yl)nicotinic acid S1C(=CC=C1)C=1C=NC=C(C(=O)O)C1